OC1=C(C(=CC=2OC(C3=C(C21)C=C(C=C3)C)(C)C)CCCCC)C(=O)O 1-hydroxy-6,6,9-trimethyl-3-pentyl-6H-dibenzo[b,d]pyran-2-carboxylic acid